3-((1-mercaptopropan-2-yl)thio)-2-((1-mercaptopropan-2-yl)thio)propane-1-thiol SCC(C)SCC(CS)SC(CS)C